OC(C(=O)C1=CC=C(C=C1)OCCO)(C)C 2-Hydroxy-1-[4-(2-hydroxyethoxy)phenyl]-2-methyl-1-propanone